7-(3-((5-fluoro-2-methylpyridin-4-yl)amino)-7,8-dihydro-1,6-naphthyridin-6(5H)-yl-5,5,7,7-d4)-8-methyl-4H-pyrimido[1,2-b]pyridazin-4-one FC=1C(=CC(=NC1)C)NC=1C=NC=2CC(N(C(C2C1)([2H])[2H])C=1C(=CC=2N(N1)C(C=CN2)=O)C)([2H])[2H]